C1=CSC(=C1)C=O thiophenecarboxaldehyde